CC[C@H](CC[C@@H](C)[C@H]1CC[C@H]2[C@@H]3CC=C4C[C@H](CC[C@]4(C)[C@H]3CC[C@]12C)O)C(C)C 5-Stigmasten-3β-ol